C(C)OC1=C(C(=CC(=C1)CN1CCC2(CN(C(O2)=O)C2=CC=C(C(=O)NCCCC(=O)NCCO)C=C2)CC1)OCC)C1=CC=C(C=C1)F 4-(8-((2,6-diethoxy-4'-fluoro-[1,1'-biphenyl]-4-yl)methyl)-2-oxo-1-oxa-3,8-diazaspiro[4.5]decan-3-yl)-N-(4-((2-hydroxyethyl)amino)-4-oxobutyl)benzamide